OC(O)(O)C(C)N trihydroxymethyl-aminoethane